[N+](=O)([O-])[O-].[Nd+3].CN1CN(C=C1)C.[N+](=O)([O-])[O-].[N+](=O)([O-])[O-] 1,3-dimethylimidazole neodymium nitrate